methyl 2-(5-bromo-3-fluoro-2-(trifluoromethyl)phenyl)acetate BrC=1C=C(C(=C(C1)CC(=O)OC)C(F)(F)F)F